6-chlorobenzene-1,2-diamine ClC=1C=CC=C(C1N)N